Ethyl 3-hydroxy-4,4,4-trifluorobutyrate OC(CC(=O)OCC)C(F)(F)F